BrC1=CC2=C(NC(C3N(C2=O)CCN(C3)C(COC3=CC=C(C=C3)N3CCCC3)=O)=O)C=C1 8-bromo-2-(2-(4-(pyrrolidin-1-yl)phenoxy)acetyl)-1,3,4,12a-tetrahydrobenzo[e]pyrazino[1,2-a][1,4]diazepine-6,12(2H,11H)-dione